7-(4-bromo-3-chloro-benzoyl)-2-[4-(cyclopropoxy)phenyl]-3-oxo-N-[(2-pyridazin-3-ylphenyl)methyl]-6,8-dihydro-5H-imidazo[1,5-a]pyrazine-1-carboxamide BrC1=C(C=C(C(=O)N2CC=3N(CC2)C(N(C3C(=O)NCC3=C(C=CC=C3)C=3N=NC=CC3)C3=CC=C(C=C3)OC3CC3)=O)C=C1)Cl